COC=1C=CC(=NC1)CN1C(=CC2=CC=CC=C12)C(=O)O 1-((5-methoxypyridin-2-yl)methyl)-1H-indole-2-carboxylic acid